C(C)[N+]=1NN=CC1 N-ethyltriazolium